ClC=1C=C(CN2C3=C(O[C@H](C2=O)C)N=C(C=C3)NC(OC(C)(C)C)=O)C=CC1 tert-butyl (S)-(1-(3-chlorobenzyl)-3-methyl-2-oxo-2,3-dihydro-1H-pyrido[2,3-b][1,4]oxazin-6-yl)carbamate